[6-{[2-(4-chlorophenyl)imidazo[1,2-a]pyrimidin-3-yl]methyl}-2,6-diazabicyclo[3.2.2]non-2-yl][6-(difluoromethoxy)pyridin-2-yl]methanone ClC1=CC=C(C=C1)C=1N=C2N(C=CC=N2)C1CN1C2CCN(C(C1)CC2)C(=O)C2=NC(=CC=C2)OC(F)F